amyl-glycerylether C(CCCC)OCC(O)CO